di-tert-butyl (6-bromopyrazin-2-yl)imidodicarbonate BrC1=CN=CC(=N1)N(C(=O)OC(C)(C)C)C(=O)OC(C)(C)C